1-(4-bromo-2-ethylnaphthalen-1-yl)-1H-pyrrole BrC1=CC(=C(C2=CC=CC=C12)N1C=CC=C1)CC